Diazabicyclo[3.2.2]nonane-6-carboxylic acid tert-butyl ester C(C)(C)(C)OC(=O)C1C2CCNN(C1)CC2